C1=C(C(=O)NC(=O)N1[C@H]2[C@@H]([C@@H]([C@H](O2)COP(=O)([O-])[O-])O)O)O The molecule is a 5-hydroxyuridine 5'-monophosphate that results from the removal of two protons from the phosphate group; major species at pH 7.3.